3-(Trifluoromethoxy)pyridin-2(1H)-one FC(OC=1C(NC=CC1)=O)(F)F